(2S,4R)-1-[(2S)-2-(4-cyclopropyltriazol-1-yl)-3,3-dimethyl-butanoyl]-4-hydroxy-N-[1-methyl-1-(1-methylpyrazol-4-yl)ethyl]pyrrolidine-2-carboxamide C1(CC1)C=1N=NN(C1)[C@H](C(=O)N1[C@@H](C[C@H](C1)O)C(=O)NC(C)(C=1C=NN(C1)C)C)C(C)(C)C